OC[C@H](C)N1C=NC2=C(C1=O)C=C(N=C2N2C=NC=C2)C=2C=NC(=CC2)C(F)(F)F (S)-3-(1-hydroxypropan-2-yl)-8-(1H-imidazol-1-yl)-6-(6-(trifluoromethyl)pyridin-3-yl)pyrido[3,4-d]pyrimidin-4(3H)-one